C(#C)C1=C2C(=CC(=NC2=CC=C1F)O)C1=C(C=2N=C(N=C(C2C=N1)N1CC2CCC(C1)O2)OC[C@]21CCCN1C[C@@H](C2)F)F 5-ethynyl-6-fluoro-4-[8-fluoro-2-{[(2R,7aS)-2-fluorotetrahydro-1H-pyrrolizin-7a(5H)-yl]methoxy}-4-(8-oxa-3-azabicyclo[3.2.1]octan-3-yl)pyrido[4,3-d]pyrimidin-7-yl]quinolin-2-ol